BrC1=C(C=CC2=C1CC(O2)(C(=O)OC)C(CBr)=O)Cl methyl 4-bromo-2-(2-bromoacetyl)-5-chloro-2,3-dihydrobenzofuran-2-carboxylate